C1(=CC=CC=C1)C(C1=CC=CC=C1)NC=1N(C(C(=C(N1)C(=O)OCC)OC)=O)C ethyl 2-[(diphenylmethyl)amino]-5-methoxy-1-methyl-6-oxopyrimidine-4-carboxylate